CC1=CC=C(C=C1)C(=O)NC2CCCCC2 n-cyclohexyl-4-methylbenzamide